C(C)C1=NN2C(NC=3C(=C2)CN(C3)[C@H](COC)C)=C1 2-ethyl-6-[(2S)-1-methoxypropan-2-yl]-6,7-dihydro-4H-pyrazolo[1,5-a]pyrrolo[3,4-d]pyrimidine